2',3-dichloro-4-[(3,5-difluoropyridin-2-yl)methoxy]-6-(methoxymethyl)-5'-methyl-[1,4'-bipyridin]-2-one ClC1=NC=C(C(=C1)N1C(C(=C(C=C1COC)OCC1=NC=C(C=C1F)F)Cl)=O)C